2-(2-azidoethoxy)tetrahydro-2H-pyran N(=[N+]=[N-])CCOC1OCCCC1